COC([C@@H](N)C[Se]C)=O methylselenocysteine methyl ester